1-(4-(4-Amino-7-isopropyl-7H-pyrrolo[2,3-d]pyrimidin-5-yl)phenyl)-3-(4-(perfluoropropan-2-yl)phenyl)urea NC=1C2=C(N=CN1)N(C=C2C2=CC=C(C=C2)NC(=O)NC2=CC=C(C=C2)C(C(F)(F)F)(C(F)(F)F)F)C(C)C